tert-Butyl 3-fluoro-5-(1-(thiazol-4-yl)-1H-pyrazol-4-yl)benzylcarbamate FC=1C=C(CNC(OC(C)(C)C)=O)C=C(C1)C=1C=NN(C1)C=1N=CSC1